1,3-bis[3-(1-methoxy-2-hydroxypropoxy)propyl]-tetramethyl-disiloxane COC(C(C)O)OCCC[Si](O[Si](CCCOC(C(C)O)OC)(C)C)(C)C